5-nitrobenzene-1,2,3-tricarboxylate [N+](=O)([O-])C=1C=C(C(=C(C1)C(=O)[O-])C(=O)[O-])C(=O)[O-]